N-(1-((3,5-dichloro-4-fluorophenyl)amino)-6-methoxyisoquinolin-7-yl)-4-(piperidin-1-yl)butanamide ClC=1C=C(C=C(C1F)Cl)NC1=NC=CC2=CC(=C(C=C12)NC(CCCN1CCCCC1)=O)OC